SC1CN(C1)C1CCC(CC1)CN(C(=N)NCC1=CC=C(C=C1)[N+](=O)[O-])CC1=CC=C(C=C1)[N+](=O)[O-] 1-(((1S,4S)-4-(3-mercaptoazetidin-1-yl)cyclohexyl)methyl)-1,3-bis(4-nitrobenzyl)guanidine